2-((3,5-dicyano-4-ethyl-6-(3-hydroxypyrrolidin-1-yl)pyridin-2-yl)thio)-2-phenylacetamide C(#N)C=1C(=NC(=C(C1CC)C#N)N1CC(CC1)O)SC(C(=O)N)C1=CC=CC=C1